Deutero-Chloroform [2H]C(Cl)(Cl)Cl